2-decenyl carbonate C(OCC=CCCCCCCC)([O-])=O